N-[[6-[butyl(methyl)amino]-2-pyridyl]sulfonyl]-2-(2,2,4-trimethylpyrrolidin-1-yl)pyridine-3-carboxamide C(CCC)N(C1=CC=CC(=N1)S(=O)(=O)NC(=O)C=1C(=NC=CC1)N1C(CC(C1)C)(C)C)C